F[C@@H]1CN(CC[C@H]1OC=1C=C2C(=NC=NC2=CC1OC)NC1=C(C=C(C=C1)OC1=NN(C=C1)C=1C=NC(=CC1)C)F)C(C=C)=O 1-((3R,4R)-3-fluoro-4-((4-((2-fluoro-4-((1-(6-methylpyridin-3-yl)-1H-pyrazol-3-yl)oxy)phenyl)amino)-7-methoxyquinazolin-6-yl)oxy)piperidin-1-yl)prop-2-en-1-one